ClC1=C(C=NC(=C1F)SC)C(=O)Cl 4-chloro-5-fluoro-6-(methylsulfanyl)pyridine-3-carbonyl chloride